FC(OC1=NC=CC(=C1)C(CO)NC(=O)N[C@@H]1COC2=CC=CC=C2C1)F 1-[1-[2-(difluoro-methoxy)pyridin-4-yl]-2-hydroxyethyl]3-[(3S)-3,4-dihydro-2H-chromen-3-yl]urea